BrC=1C(=NC=CC1)SC=1C=NC=CC1C(NO)=N 3-[(3-bromopyridin-2-yl)sulfanyl]-N-hydroxypyridine-4-carboximidamide